F[C@H]1CN(CC1)C(=O)C1(CC1)C(=O)OC methyl (R)-1-(3-fluoropyrrolidine-1-carbonyl)cyclopropane-1-carboxylate